CC1=CC=CC(=N1)N1CCN(CCC1)C1CCNCC1 1-(6-Methylpyridin-2-yl)-4-(piperidin-4-yl)-1,4-diazepane